ClC(C(OC(C)(C)C)=N)(Cl)Cl tert-Butyl trichloroacetimidate